6-Bromo-7-(difluoromethoxy)imidazo[1,2-a]pyridine BrC=1C(=CC=2N(C1)C=CN2)OC(F)F